C(C(C)NC([S-])=S)NC([S-])=S.[Zn+2].ClC(C(=O)[N@]1C(C1)[C@H](O)C1=CC=C(C=C1)S(=O)(=O)C)Cl (R)-[(R)-1-dichloroacetyl-aziridin-2-yl][4-(methylsulfonyl)phenyl]methanol zinc propylenebis(dithiocarbamate)